2-trifluoromethyl-4-(methylthio)nitrobenzene FC(C1=C(C=CC(=C1)SC)[N+](=O)[O-])(F)F